C(C)(C)(C)OC(=O)N1C[C@@H]2[C@H](C1)CC(C2)O (3aR,5r,6aS)-5-hydroxy-hexahydrocyclopenta[c]pyrrole-2(1H)-carboxylic acid tert-butyl ester